2-(3-(5-amino-6-((4-cyanophenyl)ethynyl)pyrazin-2-yl)-4-methylphenyl)-3,3,3-trifluoro-2-hydroxypropanamide NC=1N=CC(=NC1C#CC1=CC=C(C=C1)C#N)C=1C=C(C=CC1C)C(C(=O)N)(C(F)(F)F)O